tert-Butyl (1-(4-Cyanophenyl)-2-methyl-3-(2-(piperidin-1-yl)acetyl)-1H-indol-5-yl)(methyl)carbamate C(#N)C1=CC=C(C=C1)N1C(=C(C2=CC(=CC=C12)N(C(OC(C)(C)C)=O)C)C(CN1CCCCC1)=O)C